[C@@H]12N(C[C@@H](NC1)CC2)C2=NC(=NC1=C(C(=CC=C21)C2=CC(=CC1=CC=CC=C21)O)F)OC[C@]21CCCN1C[C@@H](C2)F 4-(4-((1S,4S)-2,5-diazabicyclo[2.2.2]octan-2-yl)-8-fluoro-2-(((2R,7aS)-2-fluorotetrahydro-1H-pyrrolizin-7a(5H)-yl)methoxy)quinazolin-7-yl)naphthalen-2-ol